The molecule is a glycosylfucose that is alpha-L-fucopyranose in which the hydroxy group at position 3 has been converted into the corresponding beta-D-glucopyranosyl derivative. It derives from an alpha-L-fucose and a beta-D-glucose. C[C@H]1[C@H]([C@H]([C@@H]([C@@H](O1)O)O)O[C@H]2[C@@H]([C@H]([C@@H]([C@H](O2)CO)O)O)O)O